2-benzyl-N-(8-fluoro-4-methyl-3-quinolinyl)-4,4-dimethyl-pentanamide C(C1=CC=CC=C1)C(C(=O)NC=1C=NC2=C(C=CC=C2C1C)F)CC(C)(C)C